OC=1C(NC=NC1C[C@H](CO)C1=CC=C(C=C1)C#CC1=CC=C(C=C1)CNC1CCN(CC1)C(CO)=O)=O (S)-5-hydroxy-6-(3-hydroxy-2-(4-((4-(((1-(2-hydroxyacetyl)piperidin-4-yl)amino)methyl)phenyl)ethynyl)phenyl)propyl)pyrimidine-4(3H)-one